4-[(1S)-1-[[(3R)-4-[[3-benzyloxy-5-(2-methyl-4-sulfamoyloxy-phenyl)phenyl]methyl]morpholine-3-carbonyl]amino]ethyl]benzoic acid C(C1=CC=CC=C1)OC=1C=C(C=C(C1)C1=C(C=C(C=C1)OS(N)(=O)=O)C)CN1[C@H](COCC1)C(=O)N[C@@H](C)C1=CC=C(C(=O)O)C=C1